1-(6-chloro-7-(8-ethyl-6-hydroxynaphthalen-1-yl)-8-fluoro-2-(((2R,7aS)-2-fluorotetrahydro-1H-pyrrolizin-7a(5H)-yl)methoxy)quinazolin-4-yl)azepane-4-carboxylic acid ClC=1C=C2C(=NC(=NC2=C(C1C1=CC=CC2=CC(=CC(=C12)CC)O)F)OC[C@]12CCCN2C[C@@H](C1)F)N1CCC(CCC1)C(=O)O